phenyl-benzamide hydrochloride Cl.C1(=CC=CC=C1)C1=C(C(=O)N)C=CC=C1